BrC1=CC=C(C=C1)[C@@H](C(F)(F)F)N1C(C2(CC1)CCS(CC2)(=O)=O)=O (S)-2-(1-(4-bromophenyl)-2,2,2-trifluoroethyl)-8-thia-2-azaspiro[4.5]decan-1-one 8,8-dioxide